C(C)(=O)OCC(C)OC 2-METHYlOXY-1-PROPYL ACETATE